(6aR,9R)-N,N-diethyl-7-methyl-6,6a,8,9-tetrahydro-4H-indolo[4,3-fg]quinoline-9-carboxamide C(C)N(C(=O)[C@H]1CN([C@@H]2CC=3C4=C(C2=C1)C=CC=C4NC3)C)CC